FC1(CCC2=C1C=NC(=C2)C=2C=C1C=CN(C(C1=CC2F)=O)C[C@H]2C[C@H](CCC2)NC=2C=NNC(C2C(F)(F)F)=O)F 6-(7,7-difluoro-5,6-dihydrocyclopenta[c]pyridin-3-yl)-7-fluoro-2-[[(1R,3S)-3-[[6-oxo-5-(trifluoromethyl)-1H-pyridazin-4-yl]amino]cyclohexyl]methyl]isoquinolin-1-one